BrC1=CC(=C(NC2=NC=NC3=CC(=C(C=C23)OC)OCC2CCN(CC2)C)C=C1)F 4-(4-bromo-2-fluoroanilino)-6-methoxy-7-(1-methylpiperidin-4-ylmethoxy)-quinazoline